2-chloro-6-((6-chloro-[1,1'-biphenyl]-2-yl)amino)benzoic acid ClC1=C(C(=O)O)C(=CC=C1)NC1=C(C(=CC=C1)Cl)C1=CC=CC=C1